C1(C=2C(C(N1C(C(=O)OCC)(C(=O)OCC)CC)=O)=CC=CC2)=O diethyl phthalimido-2-ethylmalonate